Dibenzyl 2-((hydroxy((S)-pyrrolidin-2-ylmethoxy)phosphoryl)methyl)pentanedioate OP(=O)(OC[C@H]1NCCC1)CC(C(=O)OCC1=CC=CC=C1)CCC(=O)OCC1=CC=CC=C1